2-(4-chlorophenyl)propionic acid ClC1=CC=C(C=C1)C(C(=O)O)C